((1r,4r)-4-((benzylamino)methyl)cyclohexyl)carbamic acid tert-butyl ester C(C)(C)(C)OC(NC1CCC(CC1)CNCC1=CC=CC=C1)=O